CS(=O)(=O)C1=CC=C(/C=C/C=2CCCN(C2)C(=O)OC(C)(C)C)C=C1 tert-butyl (E)-5-(4-(methylsulfonyl) styryl)-3,4-dihydropyridine-1(2H)-carboxylate